N-(4,4-difluorocyclohexyl)-2-(1H-imidazol-1-yl)-6-methyl-5H-pyrrolo[3,2-d]pyrimidine-4-carboxamide FC1(CCC(CC1)NC(=O)C=1C2=C(N=C(N1)N1C=NC=C1)C=C(N2)C)F